(S)-{[(2R,3R,4R,5R)-5-(6-benzamido-9H-purin-9-yl)-3-[(tert-butyldiphenylsilyl)oxy]-4-fluorooxolan-2-yl]methoxy}[(1R)-1-(4-propoxypyridin-2-yl)ethoxy]sulfanylidene-phosphinous acid C(C1=CC=CC=C1)(=O)NC1=C2N=CN(C2=NC=N1)[C@H]1[C@@H]([C@@H]([C@H](O1)CO[P@](O)(=S)O[C@H](C)C1=NC=CC(=C1)OCCC)O[Si](C1=CC=CC=C1)(C1=CC=CC=C1)C(C)(C)C)F